18-Oxaoctadecanoic Acid C(CCCCCCCCCCCCCCCCO)(=O)O